CNC1=CC=CC(=N1)N1N=CC(=C1C(F)(F)F)C(=O)N 1-(6-(methylamino)pyridin-2-yl)-5-(trifluoromethyl)-1H-pyrazole-4-carboxamide